trans-3-methoxy-N-(4-(2-methoxyethoxy)-2-(thiazol-5-yl)quinolin-6-yl)cyclobutane-1-carboxamide CO[C@@H]1C[C@H](C1)C(=O)NC=1C=C2C(=CC(=NC2=CC1)C1=CN=CS1)OCCOC